3-formyl-4-(4-methyl-2-phenoxypyridin-3-yl)benzoic acid methyl ester COC(C1=CC(=C(C=C1)C=1C(=NC=CC1C)OC1=CC=CC=C1)C=O)=O